3-((1-((4aR,8aS)-3-oxooctahydro-2H-pyrido[4,3-b][1,4]oxazine-6-carbonyl)azetidin-3-yl)oxy)benzoic acid O=C1N[C@H]2[C@@H](OC1)CCN(C2)C(=O)N2CC(C2)OC=2C=C(C(=O)O)C=CC2